methyl (E)-5-(4-(3-((methylthio)((3,4,5-trifluorobenzyl)amino)methylene)ureido)isoquinolin-5-yl)pentanoate CS\C(=N\C(NC1=CN=CC2=CC=CC(=C12)CCCCC(=O)OC)=O)\NCC1=CC(=C(C(=C1)F)F)F